FC1(CN(C1)C1=NC=C(C(=O)NC=2C=NC(=NC2)N2[C@H](CN(CC2)C2=NC=CC(=C2)[N+](=O)[O-])C)C=C1)F (S)-6-(3,3-difluoroazetidin-1-yl)-N-(2-(2-methyl-4-(4-nitropyridin-2-yl)piperazin-1-yl)pyrimidin-5-yl)nicotinamide